3-[2-[9-amino-6,7-dichloro-10-(1H-pyrazol-4-yl)-3,4-dihydro-1H-pyrazino[1,2-a]indol-2-yl]-2-oxo-ethyl]oxazolidin-2-one NC=1C=2C(=C3N(C2C(=C(C1)Cl)Cl)CCN(C3)C(CN3C(OCC3)=O)=O)C=3C=NNC3